CNC1=C(C=NC=C1)C#N 4-(methylamino)pyridine-3-carbonitrile